Tert-butyl 2-(6-bromo-1-((2-(trimethylsilyl) ethoxy) methyl)-1H-indol-3-yl)-1-((2-(trimethylsilyl) ethoxy) methyl)-4,6-dihydropyrrolo[3,4-d]imidazole-5(1H)-carboxylate BrC1=CC=C2C(=CN(C2=C1)COCC[Si](C)(C)C)C1=NC2=C(N1COCC[Si](C)(C)C)CN(C2)C(=O)OC(C)(C)C